3-((2S)-2-hydroxy-3-(8-(2-oxoindol-5-ylsulfonyl)-1-oxa-8-azaspiro[4.5]dec-3-ylamino)propoxy)-N-methylbenzenesulfonamide O[C@H](COC=1C=C(C=CC1)S(=O)(=O)NC)CNC1COC2(C1)CCN(CC2)S(=O)(=O)C2=CC1=CC(N=C1C=C2)=O